2-(4-(dimethylamino)phenyl)-2-methylpropanoic acid CN(C1=CC=C(C=C1)C(C(=O)O)(C)C)C